tert-butyl 4-(6-{2,8-dimethylimidazo[1,2-b]pyridazin-6-yl}-5-fluoro-1-oxo-3,4-dihydroisoquinolin-2-yl)piperidine-1-carboxylate CC=1N=C2N(N=C(C=C2C)C=2C(=C3CCN(C(C3=CC2)=O)C2CCN(CC2)C(=O)OC(C)(C)C)F)C1